8-nitronaphthalene-1-sulfonyl chloride [N+](=O)([O-])C=1C=CC=C2C=CC=C(C12)S(=O)(=O)Cl